OC(C)(C)C1=CC=C(C=C1)NC(=O)C1=NC=CC(=N1)N1C=NC=C1 N-(4-(2-hydroxypropan-2-yl)phenyl)-4-(1H-imidazol-1-yl)pyrimidine-2-carboxamide